tri-undecyl-amine C(CCCCCCCCCC)N(CCCCCCCCCCC)CCCCCCCCCCC